CN1N=C2C=CC=C(C2=C1)C1=CC=C(CN2C(C3=NC=CC=C3C2=O)([2H])[2H])C=C1 6-(4-(2-methyl-2H-indazol-4-yl)benzyl)-6,7-dihydro-5H-pyrrolo[3,4-b]pyridin-5-one-7,7-d2